ClC=1C=CC(=C(C1)[C@H]1C[C@H](C1)NC(=O)C=1C=NN(C1)C(C)C=1C=NC(=C(C1F)C)N1C([C@@H]2C[C@@H]2C1)=O)C#N N-((cis)-3-(5-chloro-2-cyanophenyl)cyclobutyl)-1-(1-(4-fluoro-5-methyl-6-((1R,5S)-2-oxo-3-azabicyclo[3.1.0]hexan-3-yl)pyridin-3-yl)ethyl)-1H-pyrazole-4-carboxamide